5-(((4-(2,2-difluorocyclopropoxy)-3-methoxyphenyl)amino)methylene)-2,2-dimethyl-1,3-dioxane-4,6-dione FC1(C(C1)OC1=C(C=C(C=C1)NC=C1C(OC(OC1=O)(C)C)=O)OC)F